C1(CC1)CN1C=C(C2=NN(C(C(=C21)C=2C=NC(=CC2)C2CC2)=O)C2=CC1=CN(N=C1C=C2)C)C=C 5-(cyclopropylmethyl)-4-(6-cyclopropylpyridin-3-yl)-7-ethenyl-2-(2-methyl-2H-indazol-5-yl)-2H,3H,5H-pyrrolo[3,2-c]pyridazin-3-one